4-((1-(tert-Butoxycarbonyl)indoline-5-yl)amino)-6-(2,6-difluorophenyl)pyridazine-3-carboxylic acid C(C)(C)(C)OC(=O)N1CCC2=CC(=CC=C12)NC1=C(N=NC(=C1)C1=C(C=CC=C1F)F)C(=O)O